tert-butyl (2R,3S,4S)-4-[(tert-butoxycarbonyl)oxy]-3-[({2-[2-(2,5-dioxoimidazolidin-1-yl)ethoxy]ethyl}carbamoyl) oxy]-2-[(4-methoxyphenyl) methyl]pyrrolidine-1-carboxylate C(C)(C)(C)OC(=O)O[C@@H]1[C@H]([C@H](N(C1)C(=O)OC(C)(C)C)CC1=CC=C(C=C1)OC)OC(NCCOCCN1C(NCC1=O)=O)=O